(E)-N-(2-methoxyethyl)-N-methyl-3-(7-methyl-6-phenyl-4a,7a-dihydro-7H-pyrrolo[2,3-d]pyrimidin-5-yl)acrylamide COCCN(C(\C=C\C1=C(N(C2N=CN=CC21)C)C2=CC=CC=C2)=O)C